FC(CC(C1=CC=CC=C1)NC(=O)C=1OC=C(N1)C1=NC(=NC=C1C)NC1=CC=NN1C)F N-(3,3-difluoro-1-phenylpropyl)-4-(5-methyl-2-((1-methyl-1H-pyrazol-5-yl)amino)pyrimidin-4-yl)oxazole-2-carboxamide